N-stearyl-N-methyl-taurine C(CCCCCCCCCCCCCCCCC)N(CCS(=O)(=O)O)C